4-{4-[1-(4-fluorophenyl)propyl]piperazin-1-yl}-1,6-dimethyl-2-oxo-1,2-dihydro-1,5-naphthyridine FC1=CC=C(C=C1)C(CC)N1CCN(CC1)C1=CC(N(C2=CC=C(N=C12)C)C)=O